1-(Bromomethyl)cyclopropan-1-amine BrCC1(CC1)N